tert-butyl 4-((2-cyclopropyl-5-ethoxy-4'-fluoro-[1,1'-biphenyl]-4-yl)methyl)piperazine-1-carboxylate C1(CC1)C1=C(C=C(C(=C1)CN1CCN(CC1)C(=O)OC(C)(C)C)OCC)C1=CC=C(C=C1)F